C(C)C=1N=C(C2=C(N1)SC(=C2)C)NCCCC2=CC=C(C=C2)C2=CC(=CC=C2)S(=O)(=O)C 2-ethyl-6-methyl-N-(3-(3'-(methylsulfonyl)-[1,1'-biphenyl]-4-yl)propyl)thieno[2,3-d]pyrimidin-4-amine